N-methyl-2,5,8,12,15-pentaoxaheptadecan-17-amine CNCCOCCOCCCOCCOCCOC